ClC=1C(=NC=C(C1)C(F)(F)F)C(=O)O 3-chloro-5-(trifluoromethyl)pyridine-2-formic acid